4-(6-bromopyridin-2-yl)-4-azaspiro[2.4]heptane-5-one BrC1=CC=CC(=N1)N1C2(CC2)CCC1=O